C(C)(C)[N+]1=CSC2=C1C=CC=C2 N-Iso-propylbenzothiazolium